C(OC(CC(F)(F)F)F)(OC(CC(F)(F)F)F)=O bis(tetrafluoropropyl) carbonate